ClCCCCCCOCCOCCNC(OCC#CC=1C(=NC(N(C1)[C@@H]1O[C@@H]([C@H](C1)O)CO)=O)N)=O 3-(4-amino-1-((2R,4S,5R)-4-hydroxy-5-(hydroxymethyl)tetrahydrofuran-2-yl)-2-oxo-1,2-dihydropyrimidin-5-yl)prop-2-yn-1-yl (2-(2-((6-chlorohexyl)oxy)ethoxy)ethyl)carbamate